1-[(4aS,8aR)-4-[6-(4-chloro-2-ethyl-6-hydroxy-phenyl)pyridazin-3-yl]-3,4a,5,7,8,8a-hexahydro-2H-pyrido[4,3-b][1,4]oxazin-6-yl]ethanone ClC1=CC(=C(C(=C1)O)C1=CC=C(N=N1)N1[C@@H]2[C@H](OCC1)CCN(C2)C(C)=O)CC